OCCCCCCCCCCCC=CC(=O)O 14-hydroxytetradecenoic acid